BrC1=NC=CC(=C1)OCCCOCCC(=O)OC(C)(C)C tert-butyl 3-(3-((2-bromopyridin-4-yl)oxy)propoxy)propanoate